6-((1-acetylpiperidin-4-yl)amino)-2-vinylpyrimidine-4-carboxylic acid C(C)(=O)N1CCC(CC1)NC1=CC(=NC(=N1)C=C)C(=O)O